C(#N)C=1C(=NC(=CC1C)C)N1[C@H](C[C@H](C1)N1CCNCC1)C(=O)N(C=1C=C(C=CC1)C)CC (2R,4R)-1-(3-Cyano-4,6-dimethylpyridin-2-yl)-N-ethyl-4-(piperazin-1-yl)-N-(m-tolyl)-pyrrolidine-2-carboxamide